C1(CC1)CN1C2=C(C=C1C=1NC3=C(C=C(C=C3C1)C(=O)OC)OC)C=CS2 methyl 2-(6-(cyclopropylmethyl)-6H-thieno[2,3-b]pyrrol-5-yl)-7-methoxy-1H-indole-5-carboxylate